FC1=CC=C2C(=CC=NC2=C1)N1CCN(CC1)C(=O)C1CN(CC1)S(=O)(=O)C1=CC=C(C=C1)C1=CN=CO1 (4-(7-fluoroquinolin-4-yl)piperazin-1-yl)(1-((4-(oxazol-5-yl)phenyl)sulfonyl)pyrrolidine-3-yl)methanone